C(=C)C1=CCCCC1 VINYLCYCLOHEXEN